4-(5-hydroxy-3-(trifluoromethyl)-1H-pyrazol-1-yl)benzoic acid OC1=CC(=NN1C1=CC=C(C(=O)O)C=C1)C(F)(F)F